4-((3-fluoro-4-methoxybenzyl)((3-formyloxetan-3-yl)methyl)amino)benzonitrile FC=1C=C(CN(C2=CC=C(C#N)C=C2)CC2(COC2)C=O)C=CC1OC